ClC1=CC=C(C(=N1)N)S(=O)(=O)C 6-Chloro-3-(methylsulfonyl)pyridin-2-amine